3-(1-formyl-3,4,5-triiodophenoxy)propane-1-sulfonic acid sodium salt [Na+].C(=O)C1(OCCCS(=O)(=O)[O-])CC(=C(C(=C1)I)I)I